C1(=CC=CC=C1)CS(=O)(=O)NC1=CC=C(C=C1)OC(F)(F)F 1-phenyl-N-[4-(trifluoromethoxy)phenyl]methanesulfonamide